ClC1=NC=C(C=N1)[C@H]1[C@@H](C1)C1=C(C=C(C=C1)OC)F trans-2-chloro-5-(2-(2-fluoro-4-methoxyphenyl)cyclopropyl)pyrimidine